tert-butyl 6-(methoxy(methyl)carbamoyl)-2-azaspiro[3.3]heptane-2-carboxylate CON(C(=O)C1CC2(CN(C2)C(=O)OC(C)(C)C)C1)C